2-chloro-5-(4-(difluoromethoxy)-phenyl)-3,6-dimethylpyrazine ClC1=NC(=C(N=C1C)C1=CC=C(C=C1)OC(F)F)C